(±)-(trans)-N-[8-amino-6-(5-amino-4-methyl-3-pyridyl)-3-isoquinolyl]-2-cyano-cyclopropanecarboxamide NC=1C=C(C=C2C=C(N=CC12)NC(=O)[C@H]1[C@@H](C1)C#N)C=1C=NC=C(C1C)N |r|